6-chloro-N-(2-fluoro-3-methyl-4-((1-(methyl-d3)-1H-benzo[d][1,2,3]triazol-5-yl)oxy)phenyl)pyrido[3,2-d]pyrimidin-4-amine ClC=1C=CC=2N=CN=C(C2N1)NC1=C(C(=C(C=C1)OC1=CC2=C(N(N=N2)C([2H])([2H])[2H])C=C1)C)F